CC=1C=C(C=CC1)C1(CC1)NC(CC)=O N-[1-(3-methylphenyl)cyclopropyl]-propionamide